O1CCOC12CNC(C2)C(=O)O 1,4-dioxa-7-azaspiro[4.4]Nonane-8-carboxylic acid